ClC1=C(C=C2CCN(C2=C1)C1=NC=NC2=CC=C(C=C12)C=1C=NC(=CC1)C1=NN=CN1)F 4-(6-chloro-5-fluoro-indolin-1-yl)-6-[6-(4H-1,2,4-triazol-3-yl)-3-pyridyl]quinazoline